4-bromo-6-fluoro-1-trityl-1H-indazole BrC1=C2C=NN(C2=CC(=C1)F)C(C1=CC=CC=C1)(C1=CC=CC=C1)C1=CC=CC=C1